(4-Fluorophenyl)(2-((4-(4-methylpiperazin-1-yl)phenyl)amino)-4-((tetrahydro-2H-pyran-3-yl)oxy)-7H-pyrrolo[2,3-d]pyrimidin-5-yl)methanone FC1=CC=C(C=C1)C(=O)C1=CNC=2N=C(N=C(C21)OC2COCCC2)NC2=CC=C(C=C2)N2CCN(CC2)C